BrC1=C(C(=C(C=C1)C=1C=NN(C1C)CC(F)F)F)F 4-(4-bromo-2,3-difluoro-phenyl)-1-(2,2-difluoroethyl)-5-methyl-pyrazole